Tert-butyl (3R*,4R*)-3-hydroxy-4-methylpiperidine-1-carboxylate O[C@H]1CN(CC[C@H]1C)C(=O)OC(C)(C)C |o1:1,6|